C1(=CC=CC=C1)N1C(=NC2=C1C=CC=C2)C2=CC(=CC(=C2)C2=NC1=C(N2C2=CC=CC=C2)C=CC=C1)C1=NC2=C(N1C1=CC=CC=C1)C=CC=C2 1,3,5-tri(1-Phenyl-1H-benzimidazol-2-yl)benzene